tert-butyl ((1r,4r)-4-((5-vinylpyridin-2-yl)amino)cyclohexyl)carbamate C(=C)C=1C=CC(=NC1)NC1CCC(CC1)NC(OC(C)(C)C)=O